O1CC(C1)N1C[C@@H](CC1)N (R)-1-(oxetan-3-yl)pyrrolidin-3-amine